C1(CCCCC1)C1=CC=C(C=C1)NC1CC(C1)N N1-(4-cyclohexylphenyl)cyclobutane-1,3-diamine